BrC=1C=C(C=CC1)C1(CC(C1)(F)F)C(O)C1=NN=CN1C (1-(3-bromophenyl)-3,3-difluorocyclobutyl)-(4-methyl-4H-1,2,4-triazol-3-yl)methanol